FC(OC1(CC(C1)CN1N=C(C=2[C@@H](C(CCC12)(F)F)O)C(F)(F)F)C)F (4S)-1-[[3-(difluoromethoxy)-3-methylcyclobutyl]methyl]-5,5-difluoro-3-(trifluoromethyl)-6,7-dihydro-4H-indazol-4-ol